CC(=C)CCCC=CC 2-methyl-1,6-octadiene